NC1=NNC2=CC=C(C=C12)C1=C2C(=NC=C1)NC(=C2)C(=O)NCCCN(C)C 4-(3-amino-1H-indazol-5-yl)-N-(3-(dimethylamino)propyl)-1H-pyrrolo[2,3-b]pyridine-2-carboxamide